ethyl (S)-3-((5-(1-((tert-butoxycarbonyl)amino)-1,3-dihydrospiro[indene-2,4'-piperidin]-1'-yl)pyridin-2-yl)thio)propanoate C(C)(C)(C)OC(=O)N[C@@H]1C2=CC=CC=C2CC12CCN(CC2)C=2C=CC(=NC2)SCCC(=O)OCC